(S)-5-(3-(1-methyl-1H-pyrazol-4-yl)phenyl)-N-(piperidin-3-yl)-3-ureidothiophene-2-carboxamide CN1N=CC(=C1)C=1C=C(C=CC1)C1=CC(=C(S1)C(=O)N[C@@H]1CNCCC1)NC(=O)N